3-((tert-butyldimethylsilyl)oxy)-5-((4R,5S)-2-(4-methoxyphenyl)-4-methyl-5-vinyl-1,3-dioxolan-4-yl)pentan-1-one [Si](C)(C)(C(C)(C)C)OC(CC=O)CC[C@]1(OC(O[C@H]1C=C)C1=CC=C(C=C1)OC)C